3-(4-(1H-pyrazol-4-yl)phenyl)-8-(2-hydroxy-2-methylpropanoyl)-1-(3-methoxybenzyl)-1,3,8-triazaspiro[4.5]decan-2-one N1N=CC(=C1)C1=CC=C(C=C1)N1C(N(C2(C1)CCN(CC2)C(C(C)(C)O)=O)CC2=CC(=CC=C2)OC)=O